CN1N=CC(=C1)C=1N=C(C=2N(C1)N=CC2)O[C@@H]2CCN(CCC2)S(=O)(=O)C=C (S)-6-(1-methyl-1H-pyrazol-4-yl)-4-((1-(vinylsulfonyl)azepan-4-yl)oxy)pyrazolo[1,5-a]pyrazine